6-bromo-8-chloro-3-methyl-3-(pyridin-4-yl)-2,3-dihydroimidazo[1,5-a]pyridine-1,5-dione BrC1=CC(=C2N(C1=O)C(NC2=O)(C2=CC=NC=C2)C)Cl